C(C1=CC=CC=C1)(C1=CC=CC=C1)N1CC(C1)CNC 1-(1-benzhydrylazetidin-3-yl)-N-methyl-methanamine